C(C1=CC=CC=C1)C1=NC(=NO1)C(=O)OCC ethyl 5-benzyl-1,2,4-oxadiazole-3-carboxylate